4-(7-(1-(tert-butoxycarbonyl)piperidin-4-yl)-1,3-dimethyl-2-oxo-1,2-dihydroquinolin-5-yl)-1-methyl-1,2,3,4-tetrahydroquinoxaline-6-carboxylic acid C(C)(C)(C)OC(=O)N1CCC(CC1)C1=CC(=C2C=C(C(N(C2=C1)C)=O)C)N1CCN(C2=CC=C(C=C12)C(=O)O)C